3-cyclohexyl-N6-(1-ethylpropyl)-N8-(2-pyridylmethyl)-[1,2,4]triazolo[4,3-b]pyridazine-6,8-diamine C1(CCCCC1)C1=NN=C2N1N=C(C=C2NCC2=NC=CC=C2)NC(CC)CC